tert-butyloxycarbonyl-glycine C(C)(C)(C)OC(=O)NCC(=O)O